methyl isoindoline-5-carboxylate, hydrochloride Cl.C1NCC2=CC(=CC=C12)C(=O)OC